NC(C)(C)C1=C(N)C=CC=C1 2-(2-aminopropan-2-yl)aniline